lithium 3,5-dinitrobenzoate [N+](=O)([O-])C=1C=C(C(=O)[O-])C=C(C1)[N+](=O)[O-].[Li+]